S(=O)([O-])S(=O)[O-] Hydrosulfite